4-(4-Bromo-2-methoxyphenyl)-N-(pyridin-2-yl)thiazol-2-amin BrC1=CC(=C(C=C1)C=1N=C(SC1)NC1=NC=CC=C1)OC